2-FLUOROBIPHENYL-4-ACETIC ACID FC1=C(C=CC(=C1)CC(=O)O)C1=CC=CC=C1